BrC=1C=C2SC=3C=C(C=CC3N(C2=CC1)CCCCCCCC)C=O 7-bromo-10-octyl-10H-phenothiazine-3-carbaldehyde